C(=O)=C1CC=C(C=C1)OC1=CC(=CC(=C1)OC1=CCC(C=C1)=C=O)OC1=CCC(C=C1)=C=O 1,3,5-tri(4-carbonyl-phenyl-oxy)benzene